AMINO-PYRIDAZINONE NC=1C(NN=CC1)=O